[OH-].C(C)[N+](CC)(CC)CC TETRAETHYLAMMONIUM HYDROXIDE